BrC=1C(=NC(=NC1)Cl)NC=1C=CC=C2CCN(C12)S(=O)(=O)C N-(5-bromo-2-chloropyrimidin-4-yl)-1-(methylsulfonyl)indolin-7-amine